ClC1=C(C(=CC=C1)C)NC(=O)C1=CN=C(S1)NC1=NC(=NC(=C1)N1CCC(CC1)N1CCN(CC1)CC1=CC=C(C=C1)C1C(NC(CC1)=O)=O)C N-(2-chloro-6-methylphenyl)-2-((6-(4-(4-(4-(2,6-dioxopiperidin-3-yl)benzyl)piperazin-1-yl)piperidin-1-yl)-2-methylpyrimidin-4-yl)amino)thiazole-5-carboxamide